ClC=1C=CC2=C(C(CC(O2)C(=O)NC23[C@H](CC(CC2)(CC3)C=3OC(=NN3)C3=CC(=C(C=C3)Cl)F)O)O)C1 6-chloro-N-{(2S)-4-[5-(4-chloro-3-fluorophenyl)-1,3,4-oxadiazol-2-yl]-2-hydroxybicyclo[2.2.2]octan-1-yl}-4-hydroxy-3,4-dihydro-2H-1-benzopyran-2-carboxamide